FC1=NN=C2N1C1=CC(=CC=C1C(=N2)N2CCCC1=C(C=CC=C21)C2=C(C=CC=C2)C)N fluoro-5-(5-(o-tolyl)-3,4-dihydroquinolin-1(2H)-yl)-[1,2,4]triazolo[4,3-a]quinazolin-8-amine